isopropyl (E)-4-(4-(5-carbamoyl-2-((4-((2-methoxy-4-(methoxycarbonyl)-6-nitrophenyl)amino)but-2-en-1-yl)amino)-3-nitrophenoxy)but-2-yn-1-yl)piperazine-1-carboxylate C(N)(=O)C=1C=C(C(=C(OCC#CCN2CCN(CC2)C(=O)OC(C)C)C1)NC\C=C\CNC1=C(C=C(C=C1[N+](=O)[O-])C(=O)OC)OC)[N+](=O)[O-]